5-(4-(3-(3,5-difluoro-4-(5-methyl-1,3,4-oxadiazole-2-yl)phenoxy)propyl)piperidine-1-yl)-3-isopropyl-1,2,4-oxadiazole FC=1C=C(OCCCC2CCN(CC2)C2=NC(=NO2)C(C)C)C=C(C1C=1OC(=NN1)C)F